isopropyl (S)-6-diazo-2-((S)-2-(5-fluoropyridin-3-yl)-2-methoxyacetamido)-5-oxohexanoate [N+](=[N-])=CC(CC[C@@H](C(=O)OC(C)C)NC([C@@H](OC)C=1C=NC=C(C1)F)=O)=O